ethyl 5-((2-cyanophenyl) amino)-3-(methylthio)-1,2,4-triazine-6-carboxylate C(#N)C1=C(C=CC=C1)NC=1N=C(N=NC1C(=O)OCC)SC